C(C)N(CCCNC(C1=CC(=CC=C1)NC1=CC(=CC=C1)NC(C1=CC(=CC=C1)OC)=O)=O)CC N-(3-Diethylamino-propyl)-3-[3-(3-methoxybenzamido)-phenylamino]-benzamide